(S)-5-benzyl-N-(9-cyano-5-methyl-4-oxo-2,3,4,5-tetrahydrobenzo[b][1,4]oxazepin-3-yl)-4H-1,2,4-triazole-3-carboxamide C(C1=CC=CC=C1)C=1NC(=NN1)C(=O)N[C@@H]1C(N(C2=C(OC1)C(=CC=C2)C#N)C)=O